Cl.C(C)OC(C1=C(C=C(C(=C1)CCOC)CCOC)N)=O 4,5-bis(2-methoxyethyl)-2-aminobenzoic acid ethyl ester hydrochloride